C(#N)C1=CC=C(C=C1)C1(C=C2C(N1C1=CC=C(C=C1)CCCCCCCCCC)=CC(N2C2=CC=C(C=C2)CCCCCCCCCC)(C2=CC=CC=C2)C2=CC=C(C=C2)C#N)C2=CC=CC=C2 2,5-bis(4-cyanophenyl)-2,5-bis(phenyl)-1,4-bis(4-n-decylphenyl)-1,4-dihydropyrrolo[3,2-b]pyrrole